6-(1-(2,2-difluoroethyl)-4-(2-(trifluoro-methyl)phenyl)-1H-imidazol-5-yl)imidazo[1,2-b]pyridazine-3-carbonitrile FC(CN1C=NC(=C1C=1C=CC=2N(N1)C(=CN2)C#N)C2=C(C=CC=C2)C(F)(F)F)F